7-(4-(2-methoxyphenyl)piperidin-1-yl)-2-(1,2,4-thiadiazol-5-yl)-5-oxa-2-azaspiro[3.4]octane COC1=C(C=CC=C1)C1CCN(CC1)C1COC2(CN(C2)C2=NC=NS2)C1